C1CNCC=2C(NC=3N(C21)C=CC3)=O 1,2,3,4-tetrahydropyrido[3,4-e]pyrrolo[1,2-a]pyrimidine-5(6H)-one